NC1(CCC2(C(=CC3=C(C=CC=C23)C)Br)CC1)C(=O)O (1s,4s)-4-amino-2'-bromo-4'-methyl-spiro[cyclohexane-1,1'-indene]-4-carboxylic acid